6-CHLORo-7-PYRIMIDIN-5-YL-1H-INDOL-2-CARBOXYLAT ClC1=CC=C2C=C(NC2=C1C=1C=NC=NC1)C(=O)[O-]